ClC1=CC=C(CNC(=O)NCCCCC2CCN(CC2)C#N)C=C1 1-(4-chlorobenzyl)-3-(4-(1-cyanopiperidin-4-yl)butyl)urea